1-(1,3-dioxolane-2-yl)acetone 1,5-dihydro-2,4-benzodioxepin-6-yl-methanesulfonate C1OCOCC2=C1C=CC=C2CS(=O)(=O)O.O2C(OCC2)CC(=O)C